FC=1C(=NC=CC1C1=C2C(=NC=C1)C=C(O2)C2=CC=C(C=C2)C(=O)N2CCOCC2)C(C)(C)O (4-(7-(3-fluoro-2-(2-hydroxypropan-2-yl)pyridin-4-yl)furo[3,2-b]pyridin-2-yl)phenyl)(morpholino)methanone